C(#CCCCCCCCCCCCCCCCC)C1C(=O)OC(C1)=O octadecynyl-succinic anhydride